FC(C1=C(C=CC=C1)C1CCN(CC1)C(=O)C1=CC=C(C(=O)N)C=C1)(F)F 4-(4-(2-(trifluoromethyl)phenyl)piperidine-1-carbonyl)benzamide